butyl-3-methylimidazole bistrifluoromethanesulfonimide salt [N-](S(=O)(=O)C(F)(F)F)S(=O)(=O)C(F)(F)F.C(CCC)C1=NC=CN1C